[Ir+3].C(C)(C)(C)C1=NC(=NC(=C1)C1=CC=CC=C1)C(=O)[O-].C(C)(C)(C)C1=NC(=NC(=C1)C1=CC=CC=C1)C(=O)[O-].C(C)(C)(C)C1=NC(=NC(=C1)C1=CC=CC=C1)C(=O)[O-] tris(4-tert-butyl-6-phenylpyrimidinate) iridium (III)